5-amino-N-((5-cyanopyridin-2-yl)methyl)-N-(2,6-difluorobenzyl)-6,8-dihydro-1H-furo[3,4-d]pyrrolo[3,2-b]pyridine-2-carboxamide NC1=C2C(=C3C(=N1)C=C(N3)C(=O)N(CC3=C(C=CC=C3F)F)CC3=NC=C(C=C3)C#N)COC2